N-[2-(4-methoxypiperidin-4-yl)ethyl]carbamic acid tert-butyl ester C(C)(C)(C)OC(NCCC1(CCNCC1)OC)=O